CN1N=C(N=C1)[S] (1-methyl-1H-1,2,4-triazol-3-yl)sulfur